C(C1=CC=CC=C1)N1CC(OCC1)C1=CC=C(C2=C1N(C=N2)COCC[Si](C)(C)C)C(=O)O 7-(4-benzylmorpholin-2-yl)-1-(2-trimethylsilylethoxymethyl)-benzimidazole-4-carboxylic acid